ClC1=CC(=C(C=C1F)NS(=O)(=O)C1=CNC2=CC(=CC=C12)C1=CSC=C1)F N-(4-chloro-2,5-difluorophenyl)-6-(thiophen-3-yl)-1H-indole-3-sulfonamide